(S)-N-(1-amino-5-(3,3-difluoropiperidin-1-yl)-1-oxopent-3-yl)-5-(2-chlorophenyl)-1-cyclopentyl-1H-pyrazole-3-carboxamide NC(C[C@H](CCN1CC(CCC1)(F)F)NC(=O)C1=NN(C(=C1)C1=C(C=CC=C1)Cl)C1CCCC1)=O